OC12OC3=C(C1(C(C1=CC=CC=C12)=O)NC(C(C1=CC=CC=C1)=O)=O)C=C(C(=C3)C)C N-(4b-hydroxy-7,8-dimethyl-10-oxo-9b,10-dihydro-4bH-indeno[1,2-b]benzofuran-9b-yl)-2-oxo-2-phenyl-acetamide